C1(=CC=CC=C1)CNCCC(=O)O N-(phenylmethyl)-β-alanine